S1C=NC2=C1C(=CC=C2)C2=CC=C(C=C2)[C@H](C(=O)NC)NC(=O)NC=2N=C(SC2)C#C (R)-2-(4-(benzo[d]thiazol-7-yl)phenyl)-2-(3-(2-ethynyl-thiazol-4-yl)ureido)-N-methyl-acetamide